C(C1=CC=CC=C1)NC(=O)N1C(SC[C@H]1C(=O)OC)C1=CC=CC=C1 methyl (4R)-3-(benzylcarbamoyl)-2-phenylthiazolidine-4-carboxylate